4-(3-Benzyloxy-6-bromo-quinolin-2-yl)-4-oxo-butyric acid ethyl ester C(C)OC(CCC(=O)C1=NC2=CC=C(C=C2C=C1OCC1=CC=CC=C1)Br)=O